C(C)C1OC2=C(CNC1)C=CC=C2 2-ethyl-3,4-dihydrobenzo[f][1,4]oxazepin